CC(C)(C1=CC=C(C=C1)O)C2=CC=C(C=C2)OC The molecule is a phenol that is bisphenol A in which one of the phenolic hydrogens has been replaced by a methyl group. It is a member of phenols and a monomethoxybenzene. It derives from a bisphenol A.